(5S)-3-((2-((S)-cycloheptyl(1-ethyl-1H-pyrazole-5-carboxamido)methyl)imidazo[1,2-b]pyridazin-7-yl)methyl)-2-oxo-5-(trifluoromethyl)pyrrolidine-3-carboxylic acid C1(CCCCCC1)[C@@H](C=1N=C2N(N=CC(=C2)CC2(C(N[C@@H](C2)C(F)(F)F)=O)C(=O)O)C1)NC(=O)C1=CC=NN1CC